4-fluoro-N-{phenyl[4-(propan-2-yl)phenyl]methyl}-1-[2-(pyridazin-3-yloxy)acetyl]pyrrolidine-2-carboxamide FC1CC(N(C1)C(COC=1N=NC=CC1)=O)C(=O)NC(C1=CC=C(C=C1)C(C)C)C1=CC=CC=C1